2-(4-hydroxybutyl)-9-(4-(trifluoromethyl)phenyl)-1H-xantheno[2,1,9-def]isoquinoline-1,3(2H)-dione OCCCCN1C(C2=CC=C3C=4C2=C(C1=O)C=CC4OC4=CC=C(C=C43)C4=CC=C(C=C4)C(F)(F)F)=O